C(C)(=O)C1=NN(C2=CC=C(C=C12)C=1C=NC(=NC1)C)CC(=O)N1[C@@H](C[C@H](C1)F)C=1OC(=NN1)C1=C(C(=CC=C1)Cl)F 2-(3-acetyl-5-(2-methylpyrimidin-5-yl)-1H-indazol-1-yl)-1-((2S,4R)-2-(5-(3-chloro-2-fluorophenyl)-1,3,4-oxadiazol-2-yl)-4-fluoropyrrolidin-1-yl)ethan-1-one